5-Chloro-2-ethyl-1-(3-methoxy-5-(3,3,3-trifluoro-2,2-dimethylpropyl)pyridin-2-yl)-1H-imidazole-4-carboxylic Acid ClC1=C(N=C(N1C1=NC=C(C=C1OC)CC(C(F)(F)F)(C)C)CC)C(=O)O